4-(3-((6-((1-(tert-butoxycarbonyl)piperidin-4-yl)oxy)-7-methoxyquinazolin-4-yl)amino)-4-methoxyphenyl)thiophene-2-carboxylic acid C(C)(C)(C)OC(=O)N1CCC(CC1)OC=1C=C2C(=NC=NC2=CC1OC)NC=1C=C(C=CC1OC)C=1C=C(SC1)C(=O)O